BrC=1C=NN2C1N=C(N=C2N([C@@H]2CCC=1N(C3=CC=CC=C3C1C2)C(=O)OC(C)(C)C)C(=O)OC(C)(C)C)SC tert-butyl (3R)-3-[(8-bromo-2-methylsulfanyl-pyrazolo[1,5-a][1,3,5]triazin-4-yl)-tert-butoxycarbonyl-amino]-1,2,3,4-tetrahydrocarbazole-9-carboxylate